(3,7-Dichloropyrazolo[1,5-a]pyridin-5-yl)-carbamic acid tert-butyl ester C(C)(C)(C)OC(NC1=CC=2N(C(=C1)Cl)N=CC2Cl)=O